CN([C@H]1[C@@H](CCCC1)O)C trans-2-(dimethylamino)-cyclohexanol